ClC1=C(C=C2C=C(N=CC2=C1)NC(=O)[C@H]1[C@H]2CCC([C@@H]12)N(C)C)C1CCN(CC1)[C@]1(COC[C@H]1O)C (1R,5S,6S)-N-(7-chloro-6-(1-((3S,4S)-4-hydroxy-3-methyltetrahydrofuran-3-yl)piperidin-4-yl)isoquinolin-3-yl)-2-(dimethylamino)bicyclo[3.1.0]hexane-6-carboxamide